(6-(bromomethyl)-5-methylpyridin-2-yl)carbamic acid tert-butyl ester C(C)(C)(C)OC(NC1=NC(=C(C=C1)C)CBr)=O